(3-morpholino-1H-pyrazolo[4,3-c]pyridin-6-yl)acetamide O1CCN(CC1)C1=NNC2=C1C=NC(=C2)CC(=O)N